C(C=C)(=O)N1C[C@@H]2[C@H](CC1)CCN2C2=C1C(=C(NC1=C(C=C2F)C(=O)N)C)Cl 4-((3aS,7aS)-6-acryloyloctahydro-1H-pyrrolo[2,3-c]pyridin-1-yl)-3-chloro-5-fluoro-2-methyl-1H-indole-7-carboxamide